C1(=CC=CC=C1)C1=CC=CC(=N1)C=1C(=C(C(=C(C1N1C2=CC=C(C=C2C=2C=C(C=CC12)C)C)N1C2=CC=C(C=C2C=2C=C(C=CC12)C)C)C=1C=NC=CC1)N1C2=CC=C(C=C2C=2C=C(C=CC12)C)C)N1C2=CC=C(C=C2C=2C=C(C=CC12)C)C 9,9',9'',9'''-(3-(6-phenylpyridin-2-yl)-6-(pyridin-3-yl)benzene-1,2,4,5-tetrayl)tetrakis(3,6-dimethyl-9H-carbazole)